(S,6S)-N'-(((S)-3-methyl-1,2,3,5,6,7-hexahydro-s-indacen-4-yl)carbamoyl)-6-(methylamino)-6,7-dihydro-5H-pyrazolo[5,1-b][1,3]oxazine-3-sulfonimidamide C[C@H]1CCC2=CC=3CCCC3C(=C12)NC(=O)N=[S@@](=O)(N)C=1C=NN2C1OC[C@H](C2)NC